4-vinyl-(3-sulfopropyl)pyridine C(=C)C1=CC(=NC=C1)CCCS(=O)(=O)O